CN(C1CCN(CC1)C(=O)N1CCN2C=C(C3=CC(=CC(=C23)C1)F)C1=CNC=C1C1=CN=C2N1C=CC=C2)C 3-(2-(4-(dimethylamino)piperidine-1-carbonyl)-9-fluoro-1,2,3,4-tetrahydro-[1,4]diazepino[6,7,1-hi]indol-7-yl)-4-(imidazo[1,2-a]pyridin-3-yl)-1H-pyrrole